ClC1=CC=C(OCCCNC=2C3=C(N=C(N2)C(F)(F)F)SC(=C3)C)C=C1 N-(3-(4-chlorophenoxy)propyl)-6-methyl-2-(trifluoromethyl)thieno[2,3-d]pyrimidin-4-amine